C1(CC1)CC=1N(C=C(C1CC1=CC(=C(C=C1)S(N)(=O)=O)F)C1=CC(=CC=C1)C#CC1CN(CC1)C)C=1SC=C(N1)C(=O)O 2-(2-(cyclopropylmethyl)-3-(3-fluoro-4-sulfamoylbenzyl)-4-(3-((1-methylpyrrolidin-3-yl)ethynyl)phenyl)-1H-pyrrol-1-yl)thiazole-4-carboxylic acid